[1-ethyl-5-methoxy-6-(1H-1,2,3,4-tetrazol-5-yl)-1H-imidazo[4,5-b]pyridin-2-yl](1-methyl-1H-pyrazol-4-yl)phenylmethanol C(C)N1C(=NC2=NC(=C(C=C21)C2=NN=NN2)OC)C(O)(C2=CC=CC=C2)C=2C=NN(C2)C